13-chloro-19,21-difluoro-14-hydroxy-16,16-dioxo-16λ6-thia-9,17-diazapentacyclo[16.3.1.16,9.111,15.02,7]tetracosa-1(21),2(7),3,5,11,13,15(23),18(22),19-nonaen-10-one ClC=1C=C2C(N3CC=4C(=CC=CC4C4=C(C=C(C(NS(C(C1O)=C2)(=O)=O)=C4)F)F)C3)=O